N,N'-p-phenylenebismaleimide C1(=CC=C(C=C1)N1C(C=CC1=O)=O)N1C(C=CC1=O)=O